2,6-diethyl-4-cumylphenol C(C)C1=C(C(=CC(=C1)C(C)(C)C1=CC=CC=C1)CC)O